FC=1C(=CC(=NC1)C#CC)C(CCOC)O 1-(5-fluoro-2-(prop-1-yn-1-yl)pyridin-4-yl)-3-methoxypropan-1-ol